Sodium 1-((4-(4-(fluorosulfonyl)benzamido)butanoyl)oxy)-2,5-dioxopyrrolidine-3-sulfonate FS(=O)(=O)C1=CC=C(C(=O)NCCCC(=O)ON2C(C(CC2=O)S(=O)(=O)[O-])=O)C=C1.[Na+]